3-methoxy-1-methyl-indazole-5-carbonitrile COC1=NN(C2=CC=C(C=C12)C#N)C